6-[[6-(trifluoromethyl)-2-pyridyl]oxy]-1,3-benzothiazol-2-amine FC(C1=CC=CC(=N1)OC1=CC2=C(N=C(S2)N)C=C1)(F)F